2-((2S)-2-(1-cyclopropyl-1H-pyrazol-4-yl)-4-morpholinyl)-6,7-dimethyl-4-(trans-3-(trifluoromethyl)cyclobutyl)pteridine C1(CC1)N1N=CC(=C1)[C@H]1CN(CCO1)C1=NC2=NC(=C(N=C2C(=N1)[C@@H]1C[C@H](C1)C(F)(F)F)C)C